ClC=1C=C(NC2(CCC3(N(CC4=CC(=C(C=C34)COC)F)C[C@H](CO)C)CC2)C(=O)OC)C=CC1 methyl (1s,4S)-4-(3-chloroanilino)-5'-fluoro-2'-[(2R)-3-hydroxy-2-methylpropyl]-6'-(methoxymethyl)-2',3'-dihydrospiro[cyclohexane-1,1'-isoindole]-4-carboxylate